ClC=1SC(=C(C1S(=O)(=O)OCC(C)C)P(C1C2=CC(=CC=C2C=2C=CC(=CC12)C(C)(C)C)C(C)(C)C)C1C2=CC(=CC=C2C=2C=CC(=CC12)C(C)(C)C)C(C)(C)C)Cl isobutyl 2,5-dichloro-4-(bis(2,7-di-tert-butyl-9-fluorenyl) phosphino)-3-thiophenesulfonate